2-hydroxypalmitate OC(C(=O)[O-])CCCCCCCCCCCCCC